C(#N)OC(C=C)=O.C1=CCCCC1 cyclohexene cyanoacrylate